Ethyl 6-(2-((2-([1,1'-biphenyl]-4-yl)-1H-benzo[d]imidazol-1-yl)methyl)phenoxy)hexanoate C1(=CC=C(C=C1)C1=NC2=C(N1CC1=C(OCCCCCC(=O)OCC)C=CC=C1)C=CC=C2)C2=CC=CC=C2